(1S,3aR,4S,7R,7aS)-N-((S)-1-amino-1-oxo-3-((S)-2-oxopyrrolidin-3-yl)propan-2-yl)-2-(4,6-dichloro-1H-indole-2-carbonyl)-2,3,3a,4,7,7a-hexahydro-1H-4,7-methanoisoindole-1-carboxamide NC([C@H](C[C@H]1C(NCC1)=O)NC(=O)[C@H]1N(C[C@@H]2[C@@H]3C=C[C@H]([C@H]12)C3)C(=O)C=3NC1=CC(=CC(=C1C3)Cl)Cl)=O